C(C)(C)(C)OC(=O)N([C@H](C(=O)O)CSSC(C)(C)C)C (R)-2-((tert-butoxycarbonyl)(methyl)amino)-3-(tert-butyldisulfanyl)propanoic acid